3-(1-butyl-1H-pyrazol-4-yl)-7,8-dihydroxy-2-(trifluoromethyl)-4H-chromen-4-one C(CCC)N1N=CC(=C1)C1=C(OC2=C(C(=CC=C2C1=O)O)O)C(F)(F)F